FC=1C=C(C=C(C1C1=CSC=C1)F)C(C(=O)OC)(C)C methyl 2-(3,5-difluoro-4-(thiophen-3-yl) phenyl)-2-methylpropionate